C(C)(=O)[O-].C(C)OC(C)=O.[Ti+4].C(C)(=O)[O-].C(C)(=O)[O-].C(C)(=O)[O-] titanium ethylacetate acetate